FS(=O)(=O)OC1=C(C=CC=C1)C=1N=C2N(C=CC(=C2)C2=CC=CC=C2)C1NC1=CC=C(C(=O)O)C=C1 4-((2-(2-((Fluorosulfonyl)oxy)phenyl)-7-phenylimidazo[1,2-a]pyridin-3-yl)amino)benzoic acid